3-[3-acetoxypropyl-(dimethyl)silyl]prop-2-ynoic acid C(C)(=O)OCCC[Si](C#CC(=O)O)(C)C